tert-Butyl 5,6,9,10-tetrahydro-4H-[1,2]oxazolo[3,4-c]pyrido[4',3':3,4]pyrazolo[1,5-a]azepine-11(12H)-carboxylate N=1OC=C2C1C=1N(CCC2)N=C2C1CN(CC2)C(=O)OC(C)(C)C